OC(COC=1C=C(C=2N(C1)N=CC2C#N)C=2C=NC(=CC2)N2CCC(CC2)(CC=2C=NC=CC2)O)(C)C 6-(2-hydroxy-2-methylpropoxy)-4-(6-(4-hydroxy-4-(pyridin-3-ylmethyl)piperidin-1-yl)pyridin-3-yl)pyrazolo[1,5-a]pyridine-3-carbonitrile